bis(3-hydroxypropyl)-1,4-cubanedicarboxamide OCCCC12C3(C4(C5C3C1(C5C42)C(=O)N)C(=O)N)CCCO